N-(2-chloro-4-phenylpyridin-3-yl)-2-isopropylpyrimidine-5-carboxamide ClC1=NC=CC(=C1NC(=O)C=1C=NC(=NC1)C(C)C)C1=CC=CC=C1